FC1=CC=C(C=C1)[C@H](CC=C)NC(=O)C1(CCN(CC1)C(=O)OC(C)(C)C)O tert-butyl (S)-4-((1-(4-fluorophenyl)but-3-en-1-yl)carbamoyl)-4-hydroxypiperidine-1-carboxylate